C(C)(C)(C)OC(N[C@@H](CC1=CC(=CC=C1)F)CC(S(=O)(=O)C1=CC=CC=C1)(S(=O)(=O)C1=CC=CC=C1)F)=O (S)-(4-fluoro-1-(3-fluorophenyl)-4,4-bis(phenylsulfonyl)-2-butyl)carbamic acid tert-butyl ester